[phenyl(dimethylfluorenyl)triazinyl][(dimethylfluorenyl)dibenzothiophenyl]Benzene C1(=CC=CC=C1)C1=C(C(=NN=N1)C1=C(C=CC=C1)C1=C(C=CC=2SC3=C(C21)C=CC=C3)C3=C(C(=CC=2C1=CC=CC=C1CC32)C)C)C3=C(C(=CC=2C1=CC=CC=C1CC32)C)C